6-ethyl-5-((Tetrahydro-2H-pyran-4-yl)amino)-3-((3-(4-(vinylsulfonamido)but-1-yn-1-yl)phenyl)amino)pyrazine-2-carboxamide C(C)C1=C(N=C(C(=N1)C(=O)N)NC1=CC(=CC=C1)C#CCCNS(=O)(=O)C=C)NC1CCOCC1